2,5-dichloro-N-[2,4-difluoro-3-(2-{[(2R)-1-hydroxypropan-2-yl]amino}quinazolin-6-yl)phenyl]-3-(hydroxymethyl)benzene-1-sulfonamide ClC1=C(C=C(C=C1CO)Cl)S(=O)(=O)NC1=C(C(=C(C=C1)F)C=1C=C2C=NC(=NC2=CC1)N[C@@H](CO)C)F